4-(4-fluorophenyl)-1-((1-methyl-1H-pyrazol-3-yl)methyl)-1H-imidazole FC1=CC=C(C=C1)C=1N=CN(C1)CC1=NN(C=C1)C